(+/-)-((trans)-3-Amino-5-methoxypiperidin-1-yl)(2-(1-ethyl-1H-indol-2-yl)-1-methyl-1H-benzo[d]imidazol-5-yl)methanone N[C@@H]1CN(C[C@H](C1)OC)C(=O)C1=CC2=C(N(C(=N2)C=2N(C3=CC=CC=C3C2)CC)C)C=C1 |r|